ClCCCN=C=O 3-Chloropropylisocyanat